4-[4-Cyano-6-(2,6-dichloro-4-fluoro-benzyl)-3-hydroxy-pyridin-2-yl]-4-oxo-butyric acid C(#N)C1=C(C(=NC(=C1)CC1=C(C=C(C=C1Cl)F)Cl)C(CCC(=O)O)=O)O